FC(S(=O)(=O)[O-])(F)F.C(C)(C)(C)OC(=O)N1CC2(CN(C2)S(=O)(=O)N2C=[N+](C=C2)C)C1 1-((6-(Tert-butoxycarbonyl)-2,6-diazaspiro[3.3]heptan-2-yl)sulfonyl)-3-methyl-1H-imidazol-3-ium trifluoromethanesulfonate